N1C(N=CC=C1)C(=O)N dihydropyrimidine-2-carboxamide